C(C)(=O)[C@]1([C@]([C@@]([C@@]([C@@](O)(O1)C(C)=O)(O)C(C)=O)(O)C(C)=O)(O)C(C)=O)CO penta-acetyl-α-D-mannopyranose